1-hydroxyethyl-4,5-diaminopyrazole OC(C)C1=NNC(=C1N)N